C1CC12NCCN(C2)C2=CC=CC(=N2)C2=NC1=CC(=NC=C1C=C2)CNC(C2=CC(=CC=C2)S(=O)(=O)CCO)=O N-((2-(6-(4,7-diazaspiro[2.5]octan-7-yl)pyridin-2-yl)-1,6-naphthyridin-7-yl)methyl)-3-((2-hydroxyethyl)sulfonyl)benzamide